C1(CCCCC1)CN1C(=NC2=C1C=CC=C2)NC2=C(C(=O)NO)C=CC=C2 ((1-(cyclohexylmethyl)-1H-benzo[d]imidazol-2-yl)amino)-N-hydroxybenzoamide